CCSCCCCCCCS 11,3-dithiaundecane